Cis-N-(4-{[6-(5-chloro-2-fluorophenyl)-3-(dimethylamino)pyridazin-4-yl]amino}pyridin-2-yl)-3-(4-methylpiperazin-1-yl)cyclobutane-1-carboxamide ClC=1C=CC(=C(C1)C1=CC(=C(N=N1)N(C)C)NC1=CC(=NC=C1)NC(=O)[C@@H]1C[C@@H](C1)N1CCN(CC1)C)F